C1(CC1)C=1C=CC(=NC1F)C(C)=O 1-(5-cyclopropyl-6-fluoropyridin-2-yl)ethan-1-one